BrC1=CC(=NC=C1)C(C(=O)N)CN1CCN(CC1)CCO (4-bromopyridin-2-yl)-3-[4-(2-hydroxyethyl)piperazin-1-yl]Propionamide